C(C)(C)(C)OC(=O)N1C[C@@H](CC1)CO (R)-N-tert-butyloxycarbonyl-3-hydroxymethyl-tetrahydropyrrole